OCCCOC1=NC=C(C=C1)C1=CC=2C3=C(C=NC2C=C1)N(C(C31CCC1)=O)C 2-(3-Hydroxypropoxy)-5-(3'-methyl-2'-oxo-2',3'-dihydrospiro[cyclobutane-1,1'-pyrrolo[2,3-c]quinolin]-8'-yl)pyridin